rac-tert-Butyl ((1R,2S,3R,4S)-3-(((1-methylcyclobutyl)methyl)carbamoyl)-7-oxabicyclo[2.2.1]heptan-2-yl)carbamate CC1(CCC1)CNC(=O)[C@@H]1[C@@H]([C@H]2CC[C@@H]1O2)NC(OC(C)(C)C)=O |r|